(1R,2S,6R)-2-((tert-butoxycarbonyl)amino)-6-(2-(2-fluorophenyl)-6-(1-((2-(trimethylsilyl)ethoxy)methyl)-1H-1,2,4-triazol-3-yl)-1H-imidazo[4,5-c]pyridin-1-yl)cyclohexyl methanesulfonate CS(=O)(=O)O[C@@H]1[C@H](CCC[C@H]1N1C(=NC=2C=NC(=CC21)C2=NN(C=N2)COCC[Si](C)(C)C)C2=C(C=CC=C2)F)NC(=O)OC(C)(C)C